1-(4-Methoxyphenyl)-N5-methyl-N5-(1-(3-oxomorpholino)piperidin-4-yl)-1H-pyrazol-3,5-dicarboxamid COC1=CC=C(C=C1)N1N=C(C=C1C(=O)N(C1CCN(CC1)N1C(COCC1)=O)C)C(=O)N